methyl 2-(1-(4-oxobutyl)-1,2,3,4-tetrahydronaphthalen-1-yl)acetate O=CCCCC1(CCCC2=CC=CC=C12)CC(=O)OC